2-vinyloxyethyl phosphonate P(OCCOC=C)([O-])=O